CC12OC3=C(C(NC(N1C1=CC(=CC=C1)C(=O)N1CC4=CC=CC=C4CC1)=O)C2)C=CC=C3 2-methyl-3-(3-(1,2,3,4-tetrahydroisoquinoline-2-carbonyl)phenyl)-5,6-dihydro-2H-2,6-methanobenzo[g][1,3,5]oxadiazocin-4(3H)-one